N,N'-bis(β-naphthyl) p-phenylenediamine tert-butyl N-[(2R,3E)-4-(4,4,5,5-tetramethyl-1,3,2-dioxaborolan-2-yl)but-3-en-2-yl]carbamate CC1(OB(OC1(C)C)/C=C/[C@@H](C)NC(OC(C)(C)C)=O)C.C1=C(C=CC2=CC=CC=C12)NC1=CC=C(C=C1)NC1=CC2=CC=CC=C2C=C1